5-bromo-2-cyclopropyl-4-methoxy-N-(oxazol-5-ylmethyl)benzamide BrC=1C(=CC(=C(C(=O)NCC2=CN=CO2)C1)C1CC1)OC